ClC1=NC=2N(C(=C1)NCC1=CN=CS1)N=CC2C(C)C 5-chloro-3-isopropyl-N-(thiazol-5-ylmethyl)pyrazolo[1,5-a]pyrimidin-7-amine